2-benzyl-5-bromo-2H-indazole C(C1=CC=CC=C1)N1N=C2C=CC(=CC2=C1)Br